((2R,3S,5R)-5-(6-amino-2-fluoro-9H-purin-9-yl)-3-((tert-butyldimethylsilyl)oxy)-2-ethynyltetrahydrofuran-2-yl)methyl (1,3-bis(heptanoyloxy)propan-2-yl) glutarate C(CCCC(=O)OC(COC(CCCCCC)=O)COC(CCCCCC)=O)(=O)OC[C@]1(O[C@H](C[C@@H]1O[Si](C)(C)C(C)(C)C)N1C2=NC(=NC(=C2N=C1)N)F)C#C